[Cl-].C[N+]1(CCN(CC1)C)CCCC N,N'-dimethyl-N-butyl-piperazinium chloride